tridecafluoroheptyl-oxirane FC(C(C(C(C(CC1OC1)(F)F)(F)F)(F)F)(F)F)(C(F)(F)F)F